methyl N-methyl-N-(piperidine-4-carbonyl)-L-valinate CN([C@@H](C(C)C)C(=O)OC)C(=O)C1CCNCC1